6-(3,6-dihydro-2H-pyran-4-yl)-nicotinic acid trifluoroacetate salt FC(C(=O)O)(F)F.O1CCC(=CC1)C1=NC=C(C(=O)O)C=C1